[Ir].C1(=CC=C(C=C1)C1=C(C=CC=C1)C1=NC=CC=C1)C.C1(=CC=C(C=C1)C1=C(C=CC=C1)C1=NC=CC=C1)C.C1(=CC=C(C=C1)C1=C(C=CC=C1)C1=NC=CC=C1)C tris(2-(4-tolyl)phenylpyridine) iridium